3-(2-chloro-6-methylphenyl)-1-methyl-7-((3-methyl-4-(1-methylpiperidin-4-yl)phenyl)amino)-2,3-dihydropyrimido[4,5-d]Pyrimidin-4(1H)-one ClC1=C(C(=CC=C1)C)N1CN(C2=NC(=NC=C2C1=O)NC1=CC(=C(C=C1)C1CCN(CC1)C)C)C